lithio (R)-2-methoxy-3-(trityloxy)propanoate CO[C@@H](C(=O)O[Li])COC(C1=CC=CC=C1)(C1=CC=CC=C1)C1=CC=CC=C1